FC=1C=C(C=C2CC(CC12)CO)OCCN(S(=O)(=O)C)C N-[2-[7-fluoro-2-(hydroxymethyl)indan-5-yl]oxyethyl]-N-methyl-methanesulfonamide